(±)-2-[4-[3-[(4,5-Dichloro-6-methoxy-1-methyl-indole-2-carbonyl)amino]oxetan-3-yl]phenyl]-3-methyl-butanoic acid ClC1=C2C=C(N(C2=CC(=C1Cl)OC)C)C(=O)NC1(COC1)C1=CC=C(C=C1)[C@H](C(=O)O)C(C)C |r|